C(C)O[Si](CCCOCCC[Si](OCC)(OCC)OCC)(OCC)OCC 3-triethoxysilylpropyl ether